3-[5-chloro-3-fluoro-6-(hydroxymethyl)-2-pyridinyl]-6-(trifluoromethyl)-1H-pyrimidine-2,4-dione ClC=1C=C(C(=NC1CO)N1C(NC(=CC1=O)C(F)(F)F)=O)F